N1CCC(CC1)C(=O)O Piperidine-4-carboxylic acid